tert-butyl-(1R,4R)-2,5-diazabicyclo[2.2.1]Heptane C(C)(C)(C)[C@@]12NC[C@H](NC1)C2